N1-(2-(3-chlorophenyl)-6,7-dihydro-5H-cyclopenta[b]pyridin-4-yl)-N4-methylbenzene-1,4-diamine ClC=1C=C(C=CC1)C1=CC(=C2C(=N1)CCC2)NC2=CC=C(C=C2)NC